ClC1=C(C=C(N=N1)NC1CN(CCC1)C)C 6-chloro-5-methyl-N-(1-methylpiperidin-3-yl)pyridazin-3-amine